C(C)(C)(C)OC(=O)N1[C@@H](C[C@H](C1)N=[N+]=[N-])CS(=O)(=O)C.C(C)OC1=C(C=CC=C1)NC(C(=O)NC1=CC=C(C=C1)CC)=O N-(2-ethoxyphenyl)-N'-(4-ethylphenyl)ethanediamide tert-Butyl-(2S,4R)-4-azido-2-((methylsulfonyl)methyl)pyrrolidine-1-carboxylate